FC=1C=CC(=NC1)N1N=C(C=C1)CC(=O)NC=1SC(=CN1)C(F)(F)F 2-(1-(5-fluoropyridin-2-yl)-1H-pyrazol-3-yl)-N-(5-(trifluoromethyl)thiazol-2-yl)acetamide